O=C(C(=O)OCCOCCOC(C(C1=CC=CC=C1)O)=O)C1=CC=CC=C1 hydroxyphenylacetic acid-2-(2-oxo-2-phenyl-acetoxy-Ethoxy)-ethyl ester